C12(CC3CC(CC(C1)C3)C2)CN2N=CC(=C2C)C=2C(=NC(=CC2)N(C)C=2N=NC(=C(C2)C)NC=2SC3=C(N2)C=CC=C3)C(=O)O 3-(1-((1s,3s)-Adamantan-1-ylmethyl)-5-methyl-1H-pyrazol-4-yl)-6-((6-(benzo[d]thiazol-2-ylamino)-5-methylpyridazin-3-yl)(methyl)amino)picolinic acid